[O-]N1C=CC=CC1=S.[O-]N1C=CC=CC1=S.[Zn+2] zinc pyridinethione